3,2,4-triazole C=1NN=NC1